C(#N)CCCC1=CC=CC=C1 cyanopropyl-benzene